C(C)(C)(C)C=1C=C(CC2=C(C(=C(C(=C2CCCC)CC2=CC(=C(C(=C2)C(C)(C)C)O)C(C)(C)C)CCCC)CC2=CC(=C(C(=C2)C(C)(C)C)O)C(C)(C)C)CCCC)C=C(C1O)C(C)(C)C 1,3,5-tris(3,5-di-tert-butyl-4-hydroxybenzyl)-2,4,6-tributylbenzene